C(#N)C(=C1CCN(CC1)C(=O)OC(C)(C)C)C1=C(C=C(C=C1)F)F tert-butyl 4-[cyano(2,4-difluorophenyl)methylidene]piperidine-1-carboxylate